(E)-3-(2-((4-(2-(4-chloro-2-fluorophenyl)-2-methylbenzo[d][1,3]dioxol-4-yl)piperidin-1-yl)methyl)-1-(2-(N-methylsulfonamido-amino)ethyl)-1H-imidazol-5-yl)acrylic acid ClC1=CC(=C(C=C1)C1(OC2=C(O1)C=CC=C2C2CCN(CC2)CC=2N(C(=CN2)/C=C/C(=O)O)CCNNS(=O)(=O)C)C)F